nonafluoropentanoic acid anhydride FC(C(C(C(C(=O)OC(C(C(C(C(F)(F)F)(F)F)(F)F)(F)F)=O)(F)F)(F)F)(F)F)(F)F